(7-(3-Cyclopropyl-4-methoxyphenyl)-2-azaspiro[3.5]nonan-2-yl)((1s,3s)-3-hydroxy-3-methylcyclobutyl)methanon C1(CC1)C=1C=C(C=CC1OC)C1CCC2(CN(C2)C(=O)C2CC(C2)(C)O)CC1